C(C)C1(C2C3C4CCC(C3C(C1)C2)C4)OC(=O)C4C2C1C3C=CC(C1C(C4)C2)C3 8-(4-ethyl-tetracyclo[6.2.1.13,6.02,7]-dodecane-4-yloxycarbonyl)-tetracyclo[4.4.0.12,5.17,10]-3-dodecene